1,1-dibromo-tetrafluoroethane BrC(C(F)(F)F)(Br)F